FC=1C=C(C=CC1F)NC(=O)C=1C(=C(N2CCCCC12)C(C(=O)NCC(C)(C)O)=O)C N-(3,4-difluorophenyl)-3-(2-((2-hydroxy-2-methylpropyl)amino)-2-oxoacetyl)-2-methyl-5,6,7,8-tetrahydroindolizine-1-carboxamide